1-[(2,4-difluorophenyl)methyl]-3-{[4-(2-hydroxy-2,3-dimethylbutoxy)phenyl]methyl}-1-(1-methylpiperidin-4-yl)urea FC1=C(C=CC(=C1)F)CN(C(=O)NCC1=CC=C(C=C1)OCC(C(C)C)(C)O)C1CCN(CC1)C